CC1(NC2=CC(=CC=C2CC1)C1COC1)C 2,2-dimethyl-7-(oxetan-3-yl)-1,2,3,4-tetrahydroquinoline